3-Ethyl-1-methyl-3H-imidazol-1-ium C(C)N1C=[N+](C=C1)C